OCC1(CC1)C(=O)N (M)-(1-(hydroxymethyl)cyclopropane-carboxamide)